N-{1-(2,3-Dimethylcyclobutylidene)-2-oxo-2-[(2-oxospiro[indoline-3,4'-tetrahydropyran]-6-yl)amino]ethyl}-2-methylpyrazole-3-carboxamide CC1C(CC1C)=C(C(NC1=CC=C2C(=C1)NC(C21CCOCC1)=O)=O)NC(=O)C=1N(N=CC1)C